tert-butyl (2S,4R)-4-((6-chloropyrazin-2-yl)oxy)-2-methylpiperidine-1-carboxylate ClC1=CN=CC(=N1)O[C@H]1C[C@@H](N(CC1)C(=O)OC(C)(C)C)C